C(C)(C)(C)OC(=O)N1CCN(CC1)CC1CCN(CC1)C(CN1N=CC(=C1)C1=C(C=C(C=C1)B(O)O)Cl)=O (4-(1-(2-(4-((4-(tert-butoxycarbonyl)piperazin-1-yl)methyl)piperidin-1-yl)-2-oxoethyl)-1H-pyrazol-4-yl)-3-chlorophenyl)boronic acid